(2-aminoethyl)-3-phenylthiourea NCCNC(=S)NC1=CC=CC=C1